N-(1,1-dioxido-2,3-dihydrothiophen-3-yl)-2-(2-fluoro-4-(2-methyl-1H-pyrrol-1-yl)phenyl)-N-((7-hydroxy-6,7-dihydro-5H-cyclopenta[b]pyridin-4-yl)methyl)acetamide O=S1(CC(C=C1)N(C(CC1=C(C=C(C=C1)N1C(=CC=C1)C)F)=O)CC1=C2C(=NC=C1)C(CC2)O)=O